FC1=C(C=C(C=C1)C1=CC(=NO1)CC=1C(NC(=NC1)C1=CC=CC=C1)=O)OC 5-((5-(4-fluoro-3-methoxyphenyl)isoxazol-3-yl)methyl)-2-phenylpyrimidin-4(3H)-one